4-(1-aminopropyl)pyridin-2-amine NC(CC)C1=CC(=NC=C1)N